1-(4-Dimethylaminophenylacetyl)-2H-benzo[d][1,3]Oxazine-2,4(1H)-dione-7-carboxylic acid methyl ester COC(=O)C=1C=CC2=C(N(C(OC2=O)=O)C(CC2=CC=C(C=C2)N(C)C)=O)C1